[N+](=O)([O-])C1=CC=C(CSC=2N(C(=NN2)CC2=CC=CC=3C4=CC=CC=C4NC23)C2=CC=CC=C2)C=C1 ((5-((4-nitrobenzyl)thio)-4-phenyl-4H-1,2,4-triazol-3-yl)methyl)-9H-carbazole